FC=1C=C2C=C(N(C2=CC1F)CCOC)C=O 5,6-difluoro-1-(2-methoxyethyl)-1H-indole-2-carbaldehyde